COC(C1=CC(=C(C=C1)OC)COS(=O)(=O)C)=O 4-methoxy-3-(methylsulfonyloxymethyl)benzoic acid methyl ester